1-((3ar,5s,6as)-5-(2-(1H-pyrazol-1-yl)phenoxy)octahydrocyclopenta[c]pyrrole-2-carbonyl)-1H-pyrazole-3-carboxylic acid tert-butyl ester C(C)(C)(C)OC(=O)C1=NN(C=C1)C(=O)N1C[C@@H]2[C@H](C1)CC(C2)OC2=C(C=CC=C2)N2N=CC=C2